tert-butyl 4-(1-(4-amino-5-isopropoxy-2-(1-methyl-1H-pyrazol-4-yl)phenyl)piperidin-4-yl)piperazine-1-carboxylate NC1=CC(=C(C=C1OC(C)C)N1CCC(CC1)N1CCN(CC1)C(=O)OC(C)(C)C)C=1C=NN(C1)C